C(C)(C)(C)OC=1C(=NON1)C(=O)O 4-(tert-butoxy)-1,2,5-oxadiazole-3-carboxylic acid